N[C@@H]1[C@@H](CCC1)NC(=O)C=1SC=2N=CC=C3N(C(NC1C23)=O)C=2N=NC=C(C2)C2=CC=CC=C2 N-((1R,2S)-2-Aminocyclopentyl)-4-oxo-5-(5-phenylpyridazin-3-yl)-4,5-dihydro-3H-1-thia-3,5,8-triazaacenaphthylene-2-carboxamide